[SiH4].[PH4+] PHOSPHONIUM SILANE